Tert-butyl (1-ethyl-7-methoxy-1H-benzo[d]imidazol-6-yl)carbamate C(C)N1C=NC2=C1C(=C(C=C2)NC(OC(C)(C)C)=O)OC